C(C)(C)(C)OC(=O)C1=CC=C(OCCCCCCCCCCCCCC(=O)O)C=C1 14-{4-[(tert-butoxy)carbonyl]phenoxy}tetradecanoic acid